4-[8-dimethylamino-1-(2-methoxy-ethyl)-2-oxo-8-phenyl-1,3-diazaspiro[4.5]decan-3-yl]-pyrimidine-2-carbonitrile CN(C1(CCC2(CN(C(N2CCOC)=O)C2=NC(=NC=C2)C#N)CC1)C1=CC=CC=C1)C